1-(1-(7-(8-ethyl-7-fluoro-3-hydroxynaphthalen-1-yl)-8-fluoro-2-(((2r,7as)-2-fluorohexahydro-1H-pyrrolizin-7a-yl)methoxy)pyrido[4,3-d]pyrimidin-4-yl)piperidin-3-yl)methanesulfonamide C(C)C=1C(=CC=C2C=C(C=C(C12)C1=C(C=2N=C(N=C(C2C=N1)N1CC(CCC1)CS(=O)(=O)N)OC[C@]12CCCN2C[C@@H](C1)F)F)O)F